ClC=1C=C(C=CC1OCC=1C=NC(=CC1)C1CCOCC1)NC1=CC=NC2=CC(=C(C=C12)N)OCC N4-(3-chloro-4-((6-(tetrahydro-2H-pyran-4-yl)pyridin-3-yl)methoxy)phenyl)-7-ethoxyquinoline-4,6-diamine